(+/-)-trans-tert-butyl 3-formyl-4-(4-methoxyphenyl)piperidine-1-carboxylate C(=O)[C@@H]1CN(CC[C@H]1C1=CC=C(C=C1)OC)C(=O)OC(C)(C)C |r|